2-chloro-9,9-diphenyl-9H-fluorene ClC1=CC=2C(C3=CC=CC=C3C2C=C1)(C1=CC=CC=C1)C1=CC=CC=C1